1,3-bis(trimethylsilyl)carbodiimide C[Si](N=C=N[Si](C)(C)C)(C)C